NC1=C2N=CN(C2=NC=N1)C[C@@H](C)OCP(OCCCOCCCCCCCCCC1=CC=C(C=C1)C#CS(F)(F)(F)(F)F)(O)=O 3-((9-(4-((pentafluoro-λ6-sulfanyl)ethynyl)phenyl)nonyl)oxy)propyl hydrogen ((((R)-1-(6-amino-9H-purin-9-yl)propan-2-yl)oxy)methyl)phosphonate